C(C=C)(=O)N1CC(CCC1)C N-acryloyl-M-methylpiperidine